FC(OC=1C=C(C=CC1)N1C(N(C2=C1C=CC(=C2)C(=O)NC2(CCS(CC2)(=O)=O)C)CC2=CC=C(C=C2)F)=O)F 1-(3-(difluoromethoxy)phenyl)-3-(4-fluorobenzyl)-N-(4-methyl-1,1-dioxidotetrahydro-2H-thiopyran-4-yl)-2-oxo-2,3-dihydro-1H-benzo[d]imidazole-5-carboxamide